CC1(NC([C@H](NC1=O)CCCCNC(OCC1C2=CC=CC=C2C=2C=CC=CC12)=O)=O)C (R)-(9H-fluoren-9-yl)methyl (4-(5,5-dimethyl-3,6-dioxopiperazin-2-yl)butyl)carbamate